2-(4-Fluoro-phenyl)-1-{6-[2-(3-trifluoromethyl-phenyl)-ethyl]-2,6-diaza-spiro[3.3]hept-2-yl}-ethanone FC1=CC=C(C=C1)CC(=O)N1CC2(C1)CN(C2)CCC2=CC(=CC=C2)C(F)(F)F